FC1=C(C=C2C=NN(C2=C1)C(C)=O)B1OC(C(O1)(C)C)(C)C 1-[6-Fluoro-5-(4,4,5,5-tetramethyl-1,3,2-dioxaborolan-2-yl)Indazol-1-Yl]Ethanone